5-(((2-(Cyclobutane-carbonyl)-9-oxo-2,3,4,9,11,11a-hexahydro-1H-pyrazino[1',2':3,4]imidazo[1,2-c]pyrimidin-7-yl)oxy)methyl)-2-fluorobenzonitrile C1(CCC1)C(=O)N1CC2N(C=3N(C(N=C(C3)OCC=3C=CC(=C(C#N)C3)F)=O)C2)CC1